2-(2-bromo-4-chlorophenyl)-3-(4-chlorophenyl)-4-fluoro-3-hydroxy-6-(2-hydroxyprop-2-yl)isoindolin-1-one BrC1=C(C=CC(=C1)Cl)N1C(C2=CC(=CC(=C2C1(O)C1=CC=C(C=C1)Cl)F)C(C)(C)O)=O